METHYL-TRISILOXANE sodium (4R)-2-oxo-oxazolidine-4-carboxylate O=C1OC[C@@H](N1)C(=O)[O-].[Na+].C[SiH2]O[SiH2]O[SiH3]